tert-butyl-3-(4-((R)-1-(3-amino-5-(trifluoromethyl) phenyl) ethylamino)-6-(dimethylcarbamoyl)-2-methylpyrido[2,3-d]pyrimidin-7-yl)-3,8-diazabicyclo[3.2.1]octane-8-carboxylate C(C)(C)(C)OC(=O)N1C2CN(CC1CC2)C=2C(=CC1=C(N=C(N=C1N[C@H](C)C1=CC(=CC(=C1)C(F)(F)F)N)C)N2)C(N(C)C)=O